C(CC)C(C(=O)O)=CC(=O)O 2-propyl-2-butenedioic acid